(9H-fluoren-9-yl)methyl (R)-1-((S)-5,7-dihydro-4H-thieno[2,3-c]pyran-7-yl)ethylcarbamate S1C=CC2=C1[C@@H](OCC2)[C@@H](C)NC(OCC2C1=CC=CC=C1C=1C=CC=CC21)=O